N-[(pyridin-4-yl)methyl]benzamide N1=CC=C(C=C1)CNC(C1=CC=CC=C1)=O